2-(((3S,6S,7aR,8aS,9aR)-3-(3-(4-methylpyridin-3-yl)azetidine-1-carbonyl)-5-oxodecahydro-1H-cyclopropa[d]pyrrolo[1,2-a]azocin-6-yl)carbamoyl)benzo[b]thiophen CC1=C(C=NC=C1)C1CN(C1)C(=O)[C@@H]1CC[C@H]2N1C([C@H](C[C@@H]1[C@H](C2)C1)NC(=O)C1=CC2=C(S1)C=CC=C2)=O